OCCOCCNC(C=C)=O N-[(β-hydroxy-ethoxy)ethyl]acrylamide